ClC1=CC=C(NC2=C(C(=NC(=N2)N2[C@@H](CCC2)CO)N2CCC(CC2)(C(=O)N)C)[N+](=O)[O-])C=C1 1-[6-(4-chloroanilino)-2-[(2S)-2-(hydroxymethyl)pyrrolidin-1-yl]-5-nitro-pyrimidin-4-yl]-4-methyl-piperidine-4-carboxamide